6-(7-(aminomethyl)-7-phenyl-3-azabicyclo[4.1.0]heptan-3-yl)-3-((2-(trifluoromethyl)pyridin-3-yl)thio)pyrazin-2-amine NCC1(C2CCN(CC12)C1=CN=C(C(=N1)N)SC=1C(=NC=CC1)C(F)(F)F)C1=CC=CC=C1